bicyclo(2.2.1)heptane-2-carbonitrile C12C(CC(CC1)C2)C#N